2-amino-3,5-dibromo-N-cyclohexyl-N-methylbenzylamine hydrochloride Cl.NC1=C(CN(C)C2CCCCC2)C=C(C=C1Br)Br